CN1C(=NC=C1)SC=1C=2N(C(=NC1)N1CCC3(CCC[C@H]3N)CC1)C=NN2 (R)-8-(8-((1-methyl-1H-imidazol-2-yl)thio)-[1,2,4]triazolo[4,3-c]pyrimidin-5-yl)-8-azaspiro[4.5]decan-1-amine